C12(CC2C1)C(=O)N bicyclo[1.1.0]butane-1-carboxamide